[(1S,5R)-5-hydroxycyclopent-2-ene-1-yl]ethanoic acid sodium salt [Na+].O[C@@H]1CC=C[C@@H]1CC(=O)[O-]